((1s,3s)-3-Hydroxy-3-methylcyclobutyl)(7-(3-methoxyphenyl)-2-azaspiro[3.5]nonan-2-yl)methanon OC1(CC(C1)C(=O)N1CC2(C1)CCC(CC2)C2=CC(=CC=C2)OC)C